4-chloro-2-(((2-tosylhydrazino)methyl)phenyl)piperazine-1-carboxylic acid tert-butyl ester C(C)(C)(C)OC(=O)N1C(CN(CC1)Cl)C1=C(C=CC=C1)CNNS(=O)(=O)C1=CC=C(C)C=C1